6-(4-(3-Fluorophenyl)-1H-imidazol-5-yl)quinoline FC=1C=C(C=CC1)C=1N=CNC1C=1C=C2C=CC=NC2=CC1